NC1=NC=CC=C1C1=NC=2C(=NC(=CC2)C(=C)C)N1C1=CC=C(C=C1)CNC(OC(C)(C)C)=O tert-butyl N-({4-[2-(2-aminopyridin-3-yl)-5-(prop-1-en-2-yl)imidazo[4,5-b]pyridin-3-yl]phenyl}methyl)carbamate